Allyl (S)-2-((((9H-fluoren-9-yl)methoxy)carbonyl)amino)-4-aminobutanoate C1=CC=CC=2C3=CC=CC=C3C(C12)COC(=O)N[C@H](C(=O)OCC=C)CCN